COC1=C(C=C(C=2CCCCC12)OC)CCN 2-(1,4-dimethoxy-5,6,7,8-tetrahydronaphthalen-2-yl)ethanamine